2'-[5-Fluoro-2-[[(2S,4S)-2-methyl-1-methylsulfonyl-piperidin-4-yl]amino]pyrimidin-4-yl]-3',5'-dimethylspiro[cyclopropane-1,6'-thieno[2,3-c]pyrrole]-4'-one FC=1C(=NC(=NC1)N[C@@H]1C[C@@H](N(CC1)S(=O)(=O)C)C)C1=C(C2=C(C3(N(C2=O)C)CC3)S1)C